C(#N)C(=CC=1C=C(CCOC(=O)N[C@@H](CC2=CC=CC=C2)B(O)O)C=CC1)C1=NC=CC=C1 (R)-(1-(((3-(2-cyano-2-(pyridin-2-yl)vinyl)phenethoxy)carbonyl)amino)-2-phenylethyl)boronic acid